(2S,4r)-1-[(2S)-2-[4-(6-fluoro-4-methyl-3-pyridinyl)triazol-1-yl]-3,3-dimethyl-butyryl]-4-hydroxy-N-methyl-pyrrolidine-2-carboxamide FC1=CC(=C(C=N1)C=1N=NN(C1)[C@H](C(=O)N1[C@@H](C[C@H](C1)O)C(=O)NC)C(C)(C)C)C